[5-(3,5-Diethoxyphenyl)-1-[(2-ethoxyphenyl)methyl]-1H-pyrazol-3-yl]methanol C(C)OC=1C=C(C=C(C1)OCC)C1=CC(=NN1CC1=C(C=CC=C1)OCC)CO